CC=1C(=NC(N([C@H]2[C@H](O)[C@H](O)[C@@H](CO)O2)C1)=O)N 5-METHYLCYTIDINE